S(=O)(=O)([O-])[O-].S(=O)(=O)(O)O.[Ba+2] barium sulfate Sulfate